C(C=C)(=O)OCCONC(=O)C1=CC=C(C=C1)C1(C2=CC=CC=C2C=2C=CC=CC12)C1=CC=C(C=C1)C(NOCCOC(C=C)=O)=O 9,9-bis[4-(2-acryloyloxyethoxycarbamoyl)phenyl]fluorene